2,5-dichloro-3-fluoropyridine ClC1=NC=C(C=C1F)Cl